6-chloro-4-((4-morpholinophenyl)amino)pyridazine-3-carboxylic acid methyl ester COC(=O)C=1N=NC(=CC1NC1=CC=C(C=C1)N1CCOCC1)Cl